6,7-difluoro-4-oxo-3-(o-tolyl)-3,4-dihydrophthalazine trifluoromethanesulfonate FC(S(=O)(=O)O)(F)F.FC=1C=C2C(N(N=CC2=CC1F)C1=C(C=CC=C1)C)=O